F[C@@H]1CN(CC1)CCCS(=O)(=O)N(C1=CC=CC=C1)CC1=CC=C(C=C1)C(=O)NN (S)-3-(3-fluoropyrrolidin-1-yl)-N-(4-(hydrazinecarbonyl)benzyl)-N-phenylpropane-1-sulfonamide